CNC(C1=CC=C(C=C1)C1=NC=C(C=C1)C)=O N-methyl-4-(5-methylpyridin-2-yl)Benzamide